C(C)OC(C[C@@H](CC1=NC(=CC=C1F)C1=CC=C(C=C1)OC1=NC=C(C=C1F)Cl)NC(=O)OC(C)(C)C)=O (R)-3-((tert-Butoxycarbonyl)amino)-4-(6-(4-((5-chloro-3-fluoropyridin-2-yl)oxy)phenyl)-3-fluoropyridin-2-yl)butanoic acid ethyl ester